octenedioic acid C(CCC(=O)O)CC=CC(=O)O